C(C1=CC=CC=C1)ONC(C(CC=C)(F)P(OCC)(OCC)=O)=O diethyl (1-((benzyloxy)amino)-2-fluoro-1-oxopent-4-en-2-yl)phosphonate